C(C)C1=C(C(=CC(=C1)O)C1=CC=CC=C1)C=O 3-ethyl-5-hydroxy-[1,1'-biphenyl]-2-carbaldehyde